Cl.ClC=1C=CC(=NC1)NC[C@H]1NC[C@H](O[C@H]1C)C 5-chloro-N-(((2S,3R,6R)-2,6-dimethylmorpholin-3-yl)methyl)pyridin-2-amine hydrochloride